laurylmethylaminoacetate C(CCCCCCCCCCC)C(C(=O)[O-])NC